hydroxypropione OCCC(CC)=O